pyridin-4-ylcarbinol N1=CC=C(C=C1)CO